[Na+].[Na+].C(\C=C\C(=O)[O-])(=O)[O-] Fumaric acid disodium salt